ClC1=C(C=NC(=C1)N)C=1C=NC=C(C1)F 4-chloro-5'-fluoro-[3,3'-bipyridin]-6-amine